N=1N(N=C2C1C=CC=C2)C2=C(C(=CC(=C2)C(C)(C)CC)C(C)(C)CC)O 2-(2H-benzotriazol-2-yl)-4,6-di-t-pentylphenol